1,4-bis[(3-(3-aminopropyl)-oleylamino)propyl]piperazine NCCCC(CCNCCCN1CCN(CC1)CCCNCCC(CCCCC\C=C/CCCCCCCC)CCCN)CCCCC\C=C/CCCCCCCC